3-methoxy-4-{[3-(4-{[(2R,4R,6S)-2,6-dimethyloxan-4-yl]amino}-1-(2,2,2-trifluoroethyl)-1H-indol-2-yl)prop-2-yn-1-yl]amino}benzene-1-sulfonamide COC=1C=C(C=CC1NCC#CC=1N(C2=CC=CC(=C2C1)NC1C[C@H](O[C@H](C1)C)C)CC(F)(F)F)S(=O)(=O)N